N[C@H]1[C@@H](C1)CNC1=NN(C(=C1)C1=CC(=C(C#N)C=C1)F)C1=CC=C(C=C1)OC 4-(3-((((1S,2R)-2-aminocyclopropyl)methyl)amino)-1-(4-methoxyphenyl)-1H-pyrazol-5-yl)-2-fluorobenzonitrile